(P)-1-(5-chloro-4-cyclobutyl-2-methoxyphenyl)-N-(4-methoxybenzyl)-2-oxo-N-(pyridazin-3-yl)-1,2-dihydroquinoline-6-sulfonamide ClC=1C(=CC(=C(C1)N1C(C=CC2=CC(=CC=C12)S(=O)(=O)N(C=1N=NC=CC1)CC1=CC=C(C=C1)OC)=O)OC)C1CCC1